3-((3-fluoro-4-(piperazin-1-yl)phenoxy)methyl)-morpholine-4-carboxylic acid tert-butyl ester C(C)(C)(C)OC(=O)N1C(COCC1)COC1=CC(=C(C=C1)N1CCNCC1)F